C(CCCC=CCCC=CCC=CCCCCC)O octadec-5,9,12-trien-1-ol